O[C@]1(CN2[C@H](CO1)CNCC2)C=2C(NC(=CC2)C(F)(F)F)=O (3R,9aS)-3-hydroxy-3-(2-oxo-6-(trifluoromethyl)-1,2-dihydropyridin-3-yl)hexahydropyrazino[2,1-c][1,4]oxazine